3,3-diamino(N,N-dimethylpropylamine) NC(CCN(C)C)N